ClC1=C(C=CC=C1C1=C(C(=CC=C1)B1OC(C(O1)(C)C)(C)C)Cl)NC(=O)C1=NN2C(C(CCC2)O)=C1 N-[2-chloro-3-[2-chloro-3-(4,4,5,5-tetramethyl-1,3,2-dioxaborolan-2-yl)phenyl]phenyl]-4-hydroxy-4,5,6,7-tetrahydropyrazolo[1,5-a]pyridine-2-carboxamide